BrC=1C=C(C(=C2C=CC=NC12)NC(CCl)=O)C(=O)C=1C=2C=NN(C2C(=C(C1)F)F)C1OCCCC1 N-[8-bromo-6-[6,7-difluoro-1-(oxan-2-yl)indazole-4-carbonyl]quinolin-5-yl]-2-chloroacetamide